N-tert-butyloxycarbonyl-3-benzoyl-2,6-dimethylindole C(C)(C)(C)OC(=O)N1C(=C(C2=CC=C(C=C12)C)C(C1=CC=CC=C1)=O)C